Cl.Cl.CN(C1(CNCC1)C)C N,N,3-trimethylpyrrolidin-3-amine dihydrochloride